FC1=CC=C2C(=CC=NC2=C1)N1CCN(CC1)C(=O)C1CCN(CC1)S(=O)(=O)C1=CC=C(C=C1)[N+](=O)[O-] (4-(7-fluoroquinolin-4-yl)piperazin-1-yl)(1-((4-nitrophenyl)sulfonyl)piperidin-4-yl)methanone